allyl decyl ether C(CCCCCCCCC)OCC=C